N-((1-(4-(1H-pyrazol-4-yl)phenyl)piperidine-4-yl)methyl)oct-7-enamide N1N=CC(=C1)C1=CC=C(C=C1)N1CCC(CC1)CNC(CCCCCC=C)=O